C(C1=CC=CC=C1)OC=1C(=CSC1)C(=O)O 4-(benzyloxy)thiophene-3-carboxylic acid